(6,7-dichloro-9-(3-hydroxyprop-1-yn-1-yl)-1-methyl-1,3,4,5-tetrahydro-2H-pyrido[4,3-b]indol-2-yl)(5-methoxypyrimidin-2-yl)methanone ClC1=C(C=C(C=2C3=C(NC12)CCN(C3C)C(=O)C3=NC=C(C=N3)OC)C#CCO)Cl